chlorobi1e-naphthaleneacetic acid ClC1=C(C(=C2C=CC=CC2=C1)C1=CC=CC2=CC=CC=C12)CC(=O)O